C(#N)C1=C(C=NC(=C1)CN1CC2=CC=CC=C2C1)OCC1CCN(CC1)S(=O)(=O)CC(=O)OCC ethyl 2-((4-(((4-cyano-6-(isoindolin-2-ylmethyl)pyridin-3-yl)oxy)methyl)piperidin-1-yl)sulfonyl)acetate